FC=1C=C(C=CC1F)C1=CC(=C(C=C1)C(=O)OCC)N1C(C2=CC(=CC=C2C1)CO)=O ethyl 3',4'-difluoro-3-(6-(hydroxymethyl)-1-oxoisoindolin-2-yl)biphenyl-4-carboxylate